1-ethyl-3-methylimidazolium hydrogen sulfate salt S(=O)(=O)(O)[O-].C(C)N1C=[N+](C=C1)C